4-(2-fluoro-6-methoxyphenyl)-N-(5-((6-hydroxyspiro(3.3)heptan-2-yl)methoxy)-1,3,4-thiadiazol-2-yl)-6-methylpyridine-3-carboxamide FC1=C(C(=CC=C1)OC)C1=C(C=NC(=C1)C)C(=O)NC=1SC(=NN1)OCC1CC2(C1)CC(C2)O